Cl.N[C@@H]1CN(CCC1)C1=C(C=NC(=C1)NC1=NC(=NC=C1)C1=C(C=CC=C1OC)F)C=1C=NN(C1)C(C(=O)OC)(C)C methyl (S)-2-(4-(4-(3-aminopiperidin-1-yl)-6-((2-(2-fluoro-6-methoxyphenyl)pyrimidin-4-yl)amino)pyridin-3-yl)-1H-pyrazol-1-yl)-2-methylpropanoate hydrochloride